6-bromoisoquinoline-1-carboxylic acid BrC=1C=C2C=CN=C(C2=CC1)C(=O)O